CC1=C(C=CC(=C1C)S(=O)(=O)C)Br 2,3-Dimethyl-4-methylsulfonyl-bromobenzene